(1H-pyrazolo[3,4-b]pyridin-4-yl)methanone N1N=CC=2C1=NC=CC2C=O